NC=1C=C(C=C(C1)CC(=O)O)CC(=O)O 5-amino-1,3-phenylenediacetic acid